4-(bromomethyl)-2,3-difluoro-benzenesulfonyl chloride BrCC1=C(C(=C(C=C1)S(=O)(=O)Cl)F)F